1-(cyclopropanecarbonyl)-N-(2-methoxy-5-(3-(trifluoromethyl)phenoxy)phenyl)-5-oxopyrrolidine-2-carboxamide C1(CC1)C(=O)N1C(CCC1=O)C(=O)NC1=C(C=CC(=C1)OC1=CC(=CC=C1)C(F)(F)F)OC